ClC=1C(N(C(C1Cl)=O)CC1=CC(=C(C=C1)N1CCN(CC1)C(=O)OC(C)(C)C)NC)O tert-Butyl 4-(4-((3,4-dichloro-2-hydroxy-5-oxo-2,5-dihydro-1H-pyrrol-1-yl)methyl)-2-(methylamino)phenyl)piperazine-1-carboxylate